(4-fluorophenyl)-1H-tetrazole-5-thiol FC1=CC=C(C=C1)N1N=NN=C1S